The molecule is an organic triphosphate formed by condensation between the gamma-phospho group of uridine 5'-triphosphate and prenol (gamma,gamma-dimethylallyl alcohol). It derives from an UTP and a prenol. CC(=CCOP(=O)(O)OP(=O)(O)OP(=O)(O)OC[C@@H]1[C@H]([C@H]([C@@H](O1)N2C=CC(=O)NC2=O)O)O)C